zinc oxolinide O1[C-]=CCC1.[Zn+2].O1[C-]=CCC1